[Cl-].[Cl-].[Cl-].[Cl-].C=1(O)C(O)=CC=CC1.[W+4] tungsten monocatechol tetrachloride